ClC=1C=C(C=C(C1OC=1C(=C2C3(C(NC2=CC1)=O)CC3)F)Cl)NC(=O)C3=NOC(N3)=O N-(3,5-dichloro-4-((4'-fluoro-2'-oxospiro[cyclopropane-1,3'-indolin]-5'-yl)oxy)phenyl)-5-oxo-4,5-dihydro-1,2,4-oxadiazole-3-carboxamide